6-Bromo-3-nitro-2-(toluene-4-sulfonylmethyl)-pyridine BrC1=CC=C(C(=N1)CS(=O)(=O)C1=CC=C(C)C=C1)[N+](=O)[O-]